ClC1=CC=C(OC2=CC=C(C=C2)N2C(=NC(=C2)C2CCN(CC2)CCCCN2C=CC3=CC(=CC=C23)C#N)C2CCCC2)C=C1 (4-(4-(1-(4-(4-chlorophenoxy)phenyl)-2-cyclopentyl-1H-imidazol-4-yl)piperidin-1-yl)butyl)-1H-indole-5-carbonitrile